C(CCCCC)(=O)NC=1C=2N=CN([C@H]3[C@H](O)[C@H](O)[C@@H](CO)O3)C2N=CN1 N6-caproyl-adenosine